BrC1=CC(=C2C(=NC=NN21)N(CC2=CC=C(C=C2)OC)CC2=CC=C(C=C2)OC)I 7-bromo-5-iodo-N,N-bis(4-methoxybenzyl)pyrrolo[2,1-f][1,2,4]Triazin-4-amine